CC1(CC=C(C=C1)C1=CC=C(C=C1)C1=CC=CC=C1)C 4,4-dimethyl-p-terphenyl